carbamic acid isocyanate C(N)(=O)N=C=O